O1C2=C(NCC1)C=CC=C2 3,4-dihydro-2H-benzo[b][1,4]Oxazine